2-(2-(3-(3-bromophenyl)ureido)benzyloxy)benzamide BrC=1C=C(C=CC1)NC(NC1=C(COC2=C(C(=O)N)C=CC=C2)C=CC=C1)=O